2,4-dimethyl-2,3-dihydrothiophene CC1SC=C(C1)C